NC1=NC(=NC=C1)C=1C(=NN(C1OCC[C@H](C)NC1=C(C=NC(=C1)Cl)C1=NC=C(C=C1)OC1CCN(CC1)C)C)C (S)-N-(4-((4-(4-aminopyrimidin-2-yl)-1,3-dimethyl-1H-pyrazol-5-yl)oxy)butan-2-yl)-6'-chloro-5-((1-methylpiperidin-4-yl)oxy)-[2,3'-bipyridin]-4'-amine